sodium N-(3-fluoro-4-methylphenyl)sulfonamide FC=1C=C(C=CC1C)NS(=O)=O.[Na]